COC1=CC=C(C=C1)C(C)(C)C=1N=C(SC1)NC(=O)NCCCN1CCOCC1 1-(4-(2-(4-methoxyphenyl)propan-2-yl)thiazol-2-yl)-3-(3-morpholinoprop-yl)urea